N-[(2R)-3-Hydroxy-3-ethylbutan-2-yl]-2-(1-methyl-1H-pyrazol-4-yl)-3-oxo-6-[4-(trifluoromethyl)phenyl]-2,3-dihydropyridazine-4-carboxamide OC([C@@H](C)NC(=O)C=1C(N(N=C(C1)C1=CC=C(C=C1)C(F)(F)F)C=1C=NN(C1)C)=O)(C)CC